C12(CC3CC(CC(C1)C3)C2)C(=O)N[C@H](C(=O)O)CCCCN2C(CCC2)=O (S)-2-(adamantane-1-carboxamido)-6-(2-oxopyrrolidin-1-yl)hexanoic acid